Cl.CN[C@@H]1COC2=C1C=CC(=C2)N2N=C(C=C2)C(F)(F)F (S)-N-methyl-6-(3-(trifluoromethyl)-1H-pyrazol-1-yl)-2,3-dihydrobenzofuran-3-amine hydrochloride